C1CCC2=C(C=3CCCC3C=C12)NC(=O)N=[S@](=O)(N)C1=CC(=C(C=C1)C(C)(C)O)C (R)-N'-((1,2,3,5,6,7-hexahydro-s-indacen-4-yl)carbamoyl)-4-(2-hydroxypropan-2-yl)-3-methylbenzenesulfonimidamide